C1(CC1)OC1=C(C=C(C=C1)C1=C(C=C(C=C1)F)F)NC1=NC=NC2=CC(=C(C=C12)OC1CCN(CC1)C(C=C)=O)OC 1-(4-((4-((4-cyclopropoxy-2',4'-difluoro-[1,1'-biphenyl]-3-yl)amino)-7-methoxyquinazolin-6-yl)oxy)piperidin-1-yl)prop-2-en-1-one